CC=1C(=NNC1NC(C=CC1=CC=CC2=CC=CC=C12)=O)C1=CC=NC=C1 N-(4-methyl-3-(pyridin-4-yl)-1H-pyrazol-5-yl)-3-(naphthalen-1-yl)propenamide